ClC1=CC=C(OC=2N=CC(=C3C=CC=NC23)NC(C=C)=O)C=C1 N-{8-(4-chlorophenoxy)-1,7-naphthyridin-5-yl}acrylamide